3-(1-benzyl-4-cyanomethyl-3-methyl-2-oxo-5-phenyl-2,3-dihydro-1H-pyrrol-3-yl)propionitrile C(C1=CC=CC=C1)N1C(C(C(=C1C1=CC=CC=C1)CC#N)(C)CCC#N)=O